(Z)-4-((4-((6-chloro-7-(fluoromethoxy)-1H-indol-3-yl)methylene)-2,5-dioxo-imidazol-1-yl)methyl)-2-fluorobenzonitrile ClC1=CC=C2C(=CNC2=C1OCF)\C=C\1/NC(N(C1=O)CC1=CC(=C(C#N)C=C1)F)=O